2-methyl-2-(pyridin-4-yl)propane-1-amine CC(CN)(C)C1=CC=NC=C1